CN1N=CC=2C1=NC(=CC2N2CCC(CC2)C2=CC=C(C=C2)N2CCNCC2)C 1,6-Dimethyl-4-[4-(4-piperazin-1-ylphenyl)-1-piperidinyl]pyrazolo[3,4-b]pyridine